C1=CC=CC=2C3=CC=CC=C3C(C12)COC(=O)NC(CCC(=O)OC(C)(C)C)C(NC(C(NC(C(NCCCCCCNC(CCCCCCCCCCC)=O)=O)CCC(OC(C)(C)C)=O)=O)CCC(=O)OC(C)(C)C)=O Tert-butyl 4-((((9H-fluoren-9-yl)methoxy)carbonyl)amino)-7,10-bis(3-(tert-butoxy)-3-oxopropyl)-5,8,11,20-tetraoxo-6,9,12,19-tetraazahentriacontanoate